7-methyl-8-oxo-9-(tetrahydro-2H-pyran-4-yl)-8,9-dihydro-7H-purine-2-carboxylic acid methyl ester COC(=O)C1=NC=C2N(C(N(C2=N1)C1CCOCC1)=O)C